C(=C)OCC(COC=C)(COC=C)COC=C 1,3-bis(vinyloxy)-2,2-bis((vinyloxy)methyl)propane